C(C)C(CC)(CC)C1=C(C=CC=C1)O 2-(3-ethylpentan-3-yl)phenol